2-cyano-5-dimethylamino-2,4-pentadienedicarboxamide nitrate [N+](=O)(O)[O-].C(#N)C(CC(=O)N)=CC=C(C(=O)N)N(C)C